C(=O)=C=CC carbonylpropene